C(#N)C(CC1C(NCCC1)=O)NC(=O)C1N(C2CC(C1CC2)(F)F)C(=O)C=2NC1=C(C=CC(=C1C2)F)F N-[1-cyano-2-[2-oxo-3-piperidyl]ethyl]-2-(4,7-difluoro-1H-indole-2-carbonyl)-5,5-difluoro-2-azabicyclo[2.2.2]octane-3-carboxamide